(S)-9-amino-4-ethyl-8-fluoro-4-hydroxy-11-(4,4-dimethylcyclohexyl)-1,12-dihydro-14H-pyrano[3',4':6,7]indolizino[2,1-b]quinoline-3,6,14(4H,11H)-trione NC1=C(C=C2C(C3=C(N(C2=C1)C1CCC(CC1)(C)C)CN1C(C2=C(C=C13)[C@@](C(OC2)=O)(O)CC)=O)=O)F